(S)-8-chloro-6-(((2,6-difluoropyridin-3-yl)(1H-1,2,3-triazol-4-yl)methyl)amino)-4-((5,6-difluoropyridin-3-yl)amino)quinoline-3-carbonitrile ClC=1C=C(C=C2C(=C(C=NC12)C#N)NC=1C=NC(=C(C1)F)F)N[C@H](C=1N=NNC1)C=1C(=NC(=CC1)F)F